tert-butyl 4-[7-(8-methoxy-2-methyl-imidazo[1,2-b]pyridazin-6-yl)-5-oxo-thiazolo[3,2-a]pyrimidin-2-yl]piperidine-1-carboxylate COC=1C=2N(N=C(C1)C=1N=C3N(C(C1)=O)C=C(S3)C3CCN(CC3)C(=O)OC(C)(C)C)C=C(N2)C